N-(1-(4-(4-Chloro-3-(4-cyanopiperidin-1-yl)benzyl)piperazine-1-carbonyl)-1H-pyrazol-3-yl)methanesulfonamide ClC1=C(C=C(CN2CCN(CC2)C(=O)N2N=C(C=C2)NS(=O)(=O)C)C=C1)N1CCC(CC1)C#N